C1(=CC=C(C=C1)N(C1=CC=C(C=C1)C1=CC=C(C=C1)N(C1=CC=C(C=C1)C1=CC=CC=C1)C1=CC=C(C=C1)C1=CC=CC=C1)C1=CC=C(C=C1)C1=CC=CC=C1)C1=CC=CC=C1 N4,N4,N4',N4'-tetrakis(4-biphenylyl)biphenyl-4,4'-diamine